(S)-1-(3-(4-amino-3-((2,6-difluoro-3,5-dimethoxyphenyl)ethynyl)-7-(1-(2-methoxyethyl)-1H-imidazol-4-yl)-1H-pyrazolo[4,3-c]pyridin-1-yl)pyrrolidin-1-yl)prop-2-en-1-one NC1=NC=C(C2=C1C(=NN2[C@@H]2CN(CC2)C(C=C)=O)C#CC2=C(C(=CC(=C2F)OC)OC)F)C=2N=CN(C2)CCOC